((1-(4-nitrophenyl)-9H-pyrido[3,4-b]indol-3-yl)amino)naphthalene-1,2-dione [N+](=O)([O-])C1=CC=C(C=C1)C1=NC(=CC2=C1NC1=CC=CC=C21)NC=2C(C(C1=CC=CC=C1C2)=O)=O